C(C)(C)(C)C1=C(C(=CC(=C1)CC)C(C)(C)C)O 2,6-di-tertiary butyl-p-ethylphenol